1-(3-iodophenyl)ethanone IC=1C=C(C=CC1)C(C)=O